chlorosulphonyl isocyanate ClS(=O)(=O)N=C=O